COC(CC(CC1=C(C=C(C(=C1)F)F)F)=C=O)=O 3-carbonyl-4-(2,4,5-Trifluorophenyl)-butyric acid methyl ester